BrC1=C(C=C(C=C1)C)S 2-bromo-5-methylbenzenethiol